Tri-n-butyloctyl bromide C(CCC)C(CCCCCCCBr)(CCCC)CCCC